2-(p-toluidino)-7-hydroxy-6-methoxyquinoline C1(=CC=C(C=C1)NC1=NC2=CC(=C(C=C2C=C1)OC)O)C